NC(C(C=1N=NC(=CC1)Cl)C=1C=C(C(=O)O)C=CC1OC)=O 3-[2-amino-1-(6-chloropyridazin-3-yl)-2-oxo-ethyl]-4-methoxy-benzoic acid